C(C)(C)(C)OC(=O)N1[C@@H](COCC1)C=1C=C(C=C2CCN(CC12)C(=O)N1CC(OC(C1)C)C)C=1C=C2C(=NC1)NC=C2C (3R)-3-(2-(2,6-dimethylmorpholine-4-carbonyl)-6-(3-methyl-1H-pyrrolo[2,3-b]pyridine-5-yl)-1,2,3,4-tetrahydroisoquinolin-8-yl)morpholine-4-carboxylic acid tert-butyl ester